C(C1=CC=CC=C1)(C1=CC=CC=C1)(C1=CC=CC=C1)C1=C(C(C2=CC=CC=C2)(C2=CC=CC=C2)Cl)C=CC=C1 trityl-(trityl) chloride